Chloro(phenyl)methyl 2-(2-acetoxyphenyl)acetate C(C)(=O)OC1=C(C=CC=C1)CC(=O)OC(C1=CC=CC=C1)Cl